2-(3-((1R,2R)-1,2-difluoro-1-(4-methyl-4H-1,2,4-triazol-3-yl)propan-2-yl)phenyl)-4-(trifluoromethyl)isoindolin-1-one F[C@@H]([C@](C)(F)C=1C=C(C=CC1)N1C(C2=CC=CC(=C2C1)C(F)(F)F)=O)C1=NN=CN1C